NC1CCC(CC1)C(=O)N1CCN(CC1)CCCC1=CC2=C(N(C(N2C)=O)C2C(NC(CC2)=O)=O)C=C1 3-[5-[3-[4-(4-aminocyclohexanecarbonyl)piperazin-1-yl]propyl]-3-methyl-2-oxo-benzimidazol-1-yl]piperidine-2,6-dione